2-butyne-1,4-diyl-dimethanesulfonate C(C#CCCS(=O)(=O)[O-])CS(=O)(=O)[O-]